6-(2-chloro-1-methyl-1H-imidazol-5-yl)-N-((R)-1-phenylethyl)-2,3,4,9-tetrahydro-1H-carbazol-1-amine ClC=1N(C(=CN1)C=1C=C2C=3CCCC(C3NC2=CC1)N[C@H](C)C1=CC=CC=C1)C